COCCCC(=O)C1=CC=C(C=C1)OC 4-Methoxy-1-(4-methoxyphenyl)butan-1-one